3-(6-(2,2-dimethyl-4-(piperidin-4-ylmethyl)piperazin-1-yl)-1-methyl-1H-indazol-3-yl)piperidine-2,6-dione CC1(N(CCN(C1)CC1CCNCC1)C1=CC=C2C(=NN(C2=C1)C)C1C(NC(CC1)=O)=O)C